((1-(7-chloro-4-methyl-5-oxo-4,5-dihydroimidazo[1,5-a]quinazolin-9-yl)ethyl)amino)benzoic acid ClC=1C=C2C(N(C=3N(C2=C(C1)C(C)NC1=C(C(=O)O)C=CC=C1)C=NC3)C)=O